N-(4-(2-((3-amino-6-(2-hydroxyphenyl)pyridazin-4-yl)oxy)ethyl)benzyl)azetidine-3-carboxamide NC=1N=NC(=CC1OCCC1=CC=C(CNC(=O)C2CNC2)C=C1)C1=C(C=CC=C1)O